COC(CNC=1C(=C(C(=O)O)C(=CC1I)I)I)OC N-(dimethoxyethyl)-3-amino-2,4,6-triiodobenzoic acid